C1(=CC=C(C=C1)C1=CC=CC2=C1NSO2)C2=CC=CC1=C2NSO1 p-phenylenebenzobisoxathiazole